C(#N)C1=CC(=NC=C1)[C@H]1N(OCC1)C(=O)[C@@H]1CC[C@H](CC1)CN1N=C2C=C(C=CC2=C1)C(=O)N trans-2-[[4-[(3S)-3-(4-cyano-2-pyridyl)isoxazolidine-2-carbonyl]cyclohexyl]methyl]indazole-6-carboxamide